4-amino-4'-methoxy-6'-(1-oxa-6-azaspiro[3.4]Oct-6-yl)-6-(thiazol-2-yl)-[2,2'-bipyridine]-3-carbonitrile NC1=C(C(=NC(=C1)C=1SC=CN1)C1=NC(=CC(=C1)OC)N1CC2(CCO2)CC1)C#N